C(C1=CC=CC=C1)(C1=CC=CC=C1)C1=C(N)C(=CC(=C1)OCCCCCCO)C(C1=CC=CC=C1)C1=CC=CC=C1 2,6-bis(benzhydryl)-4-(6-hydroxyhexyloxy)aniline